CN1C(CN(CC1)C1=CC(=NC=C1)C(=O)NC=1C=CC=C2C=CC=NC12)=O 4-(4-methyl-3-oxopiperazin-1-yl)-N-(quinolin-8-yl)picolinamide